ClC=1C(=C2C(=NC1)NC(=N2)C2=C(C=C(C=C2)N2CCN(CC2)CCOC)F)NC2CCN(CC2)C(C)C 6-Chloro-2-{2-fluoro-4-[4-(2-methoxyethyl)piperazin-1-yl]phenyl}-N-[1-(1-methylethyl)piperidin-4-yl]-3H-imidazo[4,5-b]pyridin-7-amine